BrC=1C(=CC(=C(C1)N1CCN(CC1)C(=O)OC(C)(C)C)F)C(=O)OC tert-butyl 4-(5-bromo-2-fluoro-4-(methoxycarbonyl)phenyl)-piperazine-1-carboxylate